(S)-(9H-fluoren-9-yl)methyl (1-chloro-3-methyl-1-oxobutan-2-yl)carbamate ClC([C@H](C(C)C)NC(OCC1C2=CC=CC=C2C=2C=CC=CC12)=O)=O